7-hydroxy-1,5-dimethyl-1-phenyl-3,4,4a,5-tetrahydrodipyrido[1,2-b:2',1'-f][1,2,4]triazine-2,6,8(1H)-trione OC=1C(C=CN2N3C(N(C(C21)=O)C)CCC(C3(C3=CC=CC=C3)C)=O)=O